FC1(CN(C1)C(=O)NCC(=O)N1[C@@H](C[C@H](C1)F)C(=O)N[C@@H](C1=CC=CC=C1)C1=NC(=C(C=C1)C1CC(C1)(F)F)F)F (2S,4R)-1-{2-[(3,3-difluoroazetidine-1-carbonyl)amino]acetyl}-N-[(S)-[5-(3,3-difluorocyclobutyl)-6-fluoropyridin-2-yl](phenyl)methyl]-4-fluoropyrrolidine-2-carboxamide